ClC1=C(C=C2C=C(N=CC2=C1)NC(C(=C)C=1C=NN(C1)C)=O)C1CCN(CC1)C1(COCC1O)C N-(7-chloro-6-(1-(4-hydroxy-3-methyltetrahydrofuran-3-yl)piperidin-4-yl)isoquinolin-3-yl)-2-(1-methyl-1H-pyrazol-4-yl)propenamide